yttrium fluoride [F-].[Y+3].[F-].[F-]